2-[(2S,5R)-2,5-dimethylpiperazin-1-yl]-6-(trifluoromethyl)-1,3-benzoxazole C[C@@H]1N(C[C@H](NC1)C)C=1OC2=C(N1)C=CC(=C2)C(F)(F)F